6-(1-(2-amino-2-oxoethyl)-1H-pyrazol-4-yl)-N-(3-(1-isopropylpiperidin-4-yl)-1-(pyridin-2-yl)-1H-pyrazol-5-yl)picolinamide NC(CN1N=CC(=C1)C1=CC=CC(=N1)C(=O)NC1=CC(=NN1C1=NC=CC=C1)C1CCN(CC1)C(C)C)=O